C1=CC=CC=2SC3=CC=CC4=C3N(C12)C1=CC=CC=C1C4=O 9H-quino[3,2,1-kl]phenothiazine-9-one